N,N-Dicyclohexylethylamin C1(CCCCC1)N(C1CCCCC1)CC